1-(3-(benzylamino)-2-(4-chlorophenyl)imidazo[1,2-a]pyridin-5-yl)naphthalen-2-ol Tert-butyl-4-(3-((4-cyano-2-fluorobenzyl)oxy)-4-methyl-1H-pyrazol-1-yl)piperidine-1-carboxylate C(C)(C)(C)C1N(CCC(C1)N1N=C(C(=C1)C)OCC1=C(C=C(C=C1)C#N)F)C(=O)OC1=C(C2=CC=CC=C2C=C1)C1=CC=CC=2N1C(=C(N2)C2=CC=C(C=C2)Cl)NCC2=CC=CC=C2